N1(CCCCC1)C=1OC=2C(=NC(=C(C2)NC(=O)C2=NC(=CC=C2)C=2C=NN(C2)C)N2CCCCC2)N1 N-(2,5-bis(piperidin-1-yl)oxazolo[4,5-b]pyridin-6-yl)-6-(1-methyl-1H-pyrazol-4-yl)pyridinecarboxamide